C(C)(=O)[O-].[Ir+3].C(C)(=O)[O-].C(C)(=O)[O-] Iridium acetat